rac-2-allyl-1-(8-hydroxy-8-methyl-5,6,7,8-tetrahydroquinolin-2-yl)-6-((4-(4-methylpiperazin-1-yl)phenyl)amino)-1,2-dihydro-3H-pyrazolo[3,4-d]Pyrimidin-3-one C(C=C)N1N(C2=NC(=NC=C2C1=O)NC1=CC=C(C=C1)N1CCN(CC1)C)C1=NC=2[C@](CCCC2C=C1)(C)O |r|